N-(7-methoxy-4-(1-methyl-3-phenyl-1H-pyrazol-4-yl)pyrido[3,2-d]pyrimidin-6-yl)-1-methyl-2-(trifluoromethyl)pyrrolidine-2-carboxamide COC1=CC=2N=CN=C(C2N=C1NC(=O)C1(N(CCC1)C)C(F)(F)F)C=1C(=NN(C1)C)C1=CC=CC=C1